1,4-bis(4-aminophenoxy)-2,5-di-t-butylbenzene NC1=CC=C(OC2=C(C=C(C(=C2)C(C)(C)C)OC2=CC=C(C=C2)N)C(C)(C)C)C=C1